O[C@@H]1C2(CCC(C1)(CC2)NC(COC2=CC(=C(C=C2)Cl)F)=O)NC(COC2=CC(=C(C=C2)Cl)F)=O N,N'-[(2S)-2-hydroxybicyclo[2.2.2]octane-1,4-diyl]bis[2-(4-chloro-3-fluorophenoxy)acetamide]